C(C)(C)(C)OC(=O)N1CC2(C1)CN(C2)C2=CC=C(C=N2)C2=CC(=C1CN(C(C1=C2)=O)C(C(=O)[Li])C2=C1N(C=N2)CCC1)F [2-[6-[6-(2-tert-butoxycarbonyl-2,6-diazaspiro[3.3]heptan-6-yl)-3-pyridinyl]-4-fluoro-1-oxo-isoindolin-2-yl]-2-(6,7-dihydro-5H-pyrrolo[1,2-c]imidazol-1-yl)acetyl]lithium